8-(6-((2-(3,3-dimethylpyrrolidin-1-yl)ethoxy)methyl)pyridin-3-yl)-1-(trans-3-methoxycyclobutyl)-3-methyl-1H-imidazo[4,5-c]cinnolin-2(3H)-one CC1(CN(CC1)CCOCC1=CC=C(C=N1)C1=CC=2C3=C(N=NC2C=C1)N(C(N3[C@@H]3C[C@H](C3)OC)=O)C)C